tert-butyl 7-({1H,2H,3H-benzo[b]pyrrolizin-9-yl} carbonyl)-5,5-difluoro-2,7-diazaspiro[3.5]nonane-2-carboxylate C1CCN2C3=C(C(=C12)C(=O)N1CC(C2(CN(C2)C(=O)OC(C)(C)C)CC1)(F)F)C=CC=C3